CC(C)CCCCCC(=O)SCCNC(=O)CCNC(=O)[C@@H](C(C)(C)COP(=O)([O-])OP(=O)([O-])OC[C@@H]1[C@H]([C@H]([C@@H](O1)N2C=NC3=C(N=CN=C32)N)O)OP(=O)([O-])[O-])O The molecule is an acyl-CoA oxoanion resulting from the removal of all four protons from the phosphate groups of 7-methyloctanoyl-CoA. Major species at pH 7.3. It is a conjugate base of a 7-methyloctanoyl-CoA.